C(C)(C)(C)OC(=O)N1N([C@@H](CCC1)C(=O)O)C(=O)OC(C)(C)C (S)-1,2-bis(t-butoxycarbonyl)hexahydropyridazine-3-carboxylic acid